C(CCCCCCCC)[N+](CC)(CC)CC nonyltriethylammonium